1-methylpyrazolo[4,5-b]Pyridine-6-formaldehyde CN1N=CC2=NC=C(C=C21)C=O